(R)-6-(N-((1s,3S)-3-(aminomethyl)-3-methylcyclobutyl)carbamimidoyl)-chroman NCC1(CC(C1)NC(=N)C=1C=C2CCCOC2=CC1)C